(6,7-Dimethyl-1H-indol-2-yl)methanol CC1=CC=C2C=C(NC2=C1C)CO